C1(=CC=CC=C1)N1SC2=C(C=NC=C2)C1=O 2-phenyl-isothiazolo[4,5-c]pyridin-3(2H)-one